C(OC(C(F)(F)F)C(F)(F)F)Cl chloromethyl-1,1,1,3,3,3-hexafluoroisopropyl ether